O=C1NC(CCC1N1C(C2=C(C=CC(=C2C1=O)F)F)=O)=O 2-(2,6-dioxopiperidin-3-yl)-4,7-difluoroisoindoline-1,3-dione